2-[1-(6-[(tert-butyldimethylsilyl)oxy]methylpyridin-2-yl)-1H-pyrazol-3-yl]-N-[5-(trifluoromethyl)-1,3-thiazol-2-yl]acetamide [Si](C)(C)(C(C)(C)C)OCC1=CC=CC(=N1)N1N=C(C=C1)CC(=O)NC=1SC(=CN1)C(F)(F)F